2-amino-2-(4,4-difluorocyclohexyl)-N-(4-((1-methyl-6-oxo-1,6-dihydropyridin-3-yl)methyl)pyridin-2-yl)acetamide NC(C(=O)NC1=NC=CC(=C1)CC1=CN(C(C=C1)=O)C)C1CCC(CC1)(F)F